2,2'-[naphthalene-1,5-diylbis(methyleneoxy[1,1'-binaphthalene]-2',2-diyloxy)]-di(ethan-1-ol) C1(=CC=CC2=C(C=CC=C12)COC1=C(C2=CC=CC=C2C=C1)C1=C(C=CC2=CC=CC=C12)OCCO)COC1=C(C2=CC=CC=C2C=C1)C1=C(C=CC2=CC=CC=C12)OCCO